[Si](C1=CC=CC=C1)(C1=CC=CC=C1)(C(C)(C)C)OCC1(CC(C1)(OC)OC)CS (1-(((tert-butyldiphenylsilyl)oxy)methyl)-3,3-dimethoxycyclobutyl)methanethiol